N-(4-(4-amino-7-cyano-3-(4-((4,5-dimethylpyrimidin-2-yl)oxy)-3-fluorophenyl)-1-methyl-1H-pyrrolo[3,2-c]pyridin-2-yl)-3-fluorophenyl)methacrylamide NC1=NC=C(C2=C1C(=C(N2C)C2=C(C=C(C=C2)NC(C(=C)C)=O)F)C2=CC(=C(C=C2)OC2=NC=C(C(=N2)C)C)F)C#N